[3-[1,3-benzothiazol-2-ylhydrazonomethyl]-4-(4-methylcyclohexanecarbonyl)oxy-phenyl]4-(6-prop-2-enoyloxyhexoxy)benzoate S1C(=NC2=C1C=CC=C2)NN=CC=2C=C(C=CC2OC(=O)C2CCC(CC2)C)OC(C2=CC=C(C=C2)OCCCCCCOC(C=C)=O)=O